2-((2s,3s)-3-aminotetrahydro-2H-pyran-2-yl)-3,5-dichloro-N-(2-fluorobenzyl)thieno[3,2-b]pyridin-7-amine N[C@@H]1[C@H](OCCC1)C1=C(C2=NC(=CC(=C2S1)NCC1=C(C=CC=C1)F)Cl)Cl